5-furoic acid propyl ester C(CC)OC(=O)C1=CC=CO1